O[C@@]1(C(N(CC1)C)=O)C#CC1=CC(=CC=C1)C=1C=CC=2N=CN=C(C2N1)C (R)-3-Hydroxy-1-methyl-3-((3-(4-methylpyrido[3,2-d]pyrimidin-6-yl)phenyl)ethynyl)pyrrolidin-2-one